N-[4-(4-chlorophenoxy)phenyl]-4-piperidinamine hydrochloride salt Cl.ClC1=CC=C(OC2=CC=C(C=C2)NC2CCNCC2)C=C1